N1C(C(=CC2=CC=CC=C12)N1C(OCC1)=O)=O quinolonyl-oxazolidinone